(6-bromopyridin-2-yl)methanol BrC1=CC=CC(=N1)CO